FC=1C=CC(=NC1C)N1C2=C(SCC1)C=CC(=C2)N 4-(5-fluoro-6-methylpyridin-2-yl)-3,4-dihydro-2H-benzo[b][1,4]thiazin-6-amine